(S)-tert-butyl (1-(5-carbamoyl-4-((2'-chloro-5-(morpholine-4-carbonyl)-[1,1'-biphenyl]-3-yl)amino)pyrimidin-2-yl)piperidin-3-yl)carbamate C(N)(=O)C=1C(=NC(=NC1)N1C[C@H](CCC1)NC(OC(C)(C)C)=O)NC=1C=C(C=C(C1)C(=O)N1CCOCC1)C1=C(C=CC=C1)Cl